C1(CCC1)C(=O)N1[C@H](C[C@@H](CC1)CC1=CC=2N(C=C1)N=CC2N2C(NC(CC2)=O)=O)C 1-(5-(((2S,4R)-1-(cyclobutanecarbonyl)-2-methylpiperidin-4-yl)methyl)pyrazolo[1,5-a]pyridin-3-yl)dihydropyrimidine-2,4(1H,3H)-dione